C(=O)O.CN1N=NC2=C1C=CC(=C2C)C(CC(=O)O)C2=CC(=C(C=C2)C)CN2C[C@H](OC1=C(C2)C=CC=C1)CC 3-(1,4-Dimethyl-1H-benzo[d][1,2,3]triazol-5-yl)-3-(3-(((R)-2-ethyl-2,3-dihydrobenzo[f][1,4]oxazepin-4(5H)-yl)methyl)-4-methylphenyl)propanoic acid, formic acid salt